(trans)-8-methyl-N-vanillyl-6-nonenamide CC(/C=C/CCCCC(=O)NCC1=CC(OC)=C(O)C=C1)C